2-({4-[2-(5-chloropyridin-2-yl)-2-methyl-1,3-benzodioxol-4-yl]piperidin-1-yl}methyl)-1-[(2S)-oxetan-2-ylmethyl]-1H-benzoimidazole-6-carboxylic acid ClC=1C=CC(=NC1)C1(OC2=C(O1)C=CC=C2C2CCN(CC2)CC2=NC1=C(N2C[C@H]2OCC2)C=C(C=C1)C(=O)O)C